N-(3-((3-Amino-1H-indazol-4-yl)ethynyl)phenyl)-4-methyl-3-(trifluoromethyl)benzamide NC1=NNC2=CC=CC(=C12)C#CC=1C=C(C=CC1)NC(C1=CC(=C(C=C1)C)C(F)(F)F)=O